N-methyl-N-(2-oxo-2-(4-(5-(trifluoromethyl)-1,2,4-oxadiazol-3-yl)phenyl)ethyl)methanesulfonamide CN(S(=O)(=O)C)CC(C1=CC=C(C=C1)C1=NOC(=N1)C(F)(F)F)=O